BrN1C(=O)N(C(=O)C1(CC)C)Cl 1-bromo-3-chloro-methylethylhydantoin